tert-butyl (1R,5S,6s)-6-[(2,2,2-trifluoroethyl)amino]-3-azabicyclo[3.1.0]hexane-3-carboxylate FC(CNC1[C@@H]2CN(C[C@H]12)C(=O)OC(C)(C)C)(F)F